(S)-3-((tert-butoxycarbonyl)amino)-2-(2,5-dioxo-2,5-dihydro-1H-pyrrol-1-yl)propanoic acid C(C)(C)(C)OC(=O)NC[C@@H](C(=O)O)N1C(C=CC1=O)=O